N1(CCC1)C=1C=CC2=C(C1)[Si]1(CCCCC1)C1=C(C23OC(C2=CC(=CC=C23)C(=O)NCCN2C(C=CC2=O)=O)=O)C=CC(=C1)N1CCC1 3',7'-di(azetidin-1-yl)-N-(2-(2,5-dioxo-2,5-dihydro-1H-pyrrol-1-yl)ethyl)-3-oxo-3H-dispiro[isobenzofuran-1,10'-dibenzo[b,e]siline-5',1''-silinane]-5-carboxamide